FC(C1=NC=CC(=C1)C1=CNC2=NC=C(C=C21)C=2C(=NN(C2)C2CCN(CC2)C)OC)F 3-(2-(difluoromethyl)pyridin-4-yl)-5-(3-methoxy-1-(1-methylpiperidin-4-yl)-1H-pyrazol-4-yl)-1H-pyrrolo[2,3-b]pyridine